tert-butyl [(4-fluoro-6-hydroxy-2,3-dihydro-1H-inden-2-yl)methyl]carbamate FC1=C2CC(CC2=CC(=C1)O)CNC(OC(C)(C)C)=O